FC1(CCN(CC1)C(=O)C1CC(C1)O)F (4,4-difluoropiperidin-1-yl)((1r,3r)-3-hydroxycyclobutyl)methanone